C(C)SC=1C=C(C=CC1)C(CC#N)N1N=CC(=C1)C=1C2=C(N=CN1)NC=C2 3-[3-(ethylthio)phenyl]-3-[4-(7H-pyrrolo[2,3-d]pyrimidin-4-yl)-1H-pyrazol-1-yl]propanenitrile